CC1=NC(=NC=C1S(=O)(=O)N1CC2(C1)CN(C2)C2CC1(COC1)C2)C(F)(F)F 2-((4-methyl-2-(trifluoromethyl)pyrimidin-5-yl)sulfonyl)-6-(2-oxaspiro[3.3]heptan-6-yl)-2,6-diazaspiro[3.3]heptane